C(C)(C)N(P(=O)(N(C(C)C)C(C)C)OCCC#N)C(C)C 3-{[bis(diisopropylamino)phosphoryl]oxy}propionitrile